5-(trans-4-(Phenylsulfonamido)cyclohexyl)pentyl benzenesulfonate C1(=CC=CC=C1)S(=O)(=O)OCCCCC[C@@H]1CC[C@H](CC1)NS(=O)(=O)C1=CC=CC=C1